N-(tert-butyl)-3-((2-((4-(2-(4-((5-(2,4-dioxotetrahydropyrimidin-1(2H)-yl)pyridin-2-yl)methyl)piperazin-1-yl)ethoxy)phenyl)amino)-5-methylpyrimidin-4-yl)amino)benzenesulfonamide C(C)(C)(C)NS(=O)(=O)C1=CC(=CC=C1)NC1=NC(=NC=C1C)NC1=CC=C(C=C1)OCCN1CCN(CC1)CC1=NC=C(C=C1)N1C(NC(CC1)=O)=O